20,23-Dihydroxypentacosanoic acid OC(CCCCCCCCCCCCCCCCCCC(=O)O)CCC(CC)O